(S)-2-(3-amino-3-oxo-propyl)-N-(4-cyano-7-(4-isopropylphenyl)-2,3-dihydrobenzofuran-5-yl)-oxirane-2-carboxamide NC(CC[C@@]1(OC1)C(=O)NC=1C=C(C2=C(CCO2)C1C#N)C1=CC=C(C=C1)C(C)C)=O